2-(3-(5-(trichloromethyl)-1,2,4-oxadiazol-3-yl)phenyl)malonyl chloride ClC(C1=NC(=NO1)C=1C=C(C=CC1)C(C(=O)Cl)C(=O)Cl)(Cl)Cl